(3R,4R)-3-((tert-butoxycarbonyl)(cyclopropyl)amino)-4-hydroxypyrrolidine-1-carboxylic acid tert-butyl ester C(C)(C)(C)OC(=O)N1C[C@H]([C@@H](C1)O)N(C1CC1)C(=O)OC(C)(C)C